OC1=C(C(=CC(=C1C(=O)NCC(=O)OC)CCCCC)O)C1=C(C=CC(=C1)C)C(=C)C methyl (2,6-dihydroxy-5'-methyl-4-pentyl-2'-(prop-1-en-2-yl)-[1,1'-biphenyl]-3-carbonyl)glycinate